P(=O)(OC[N+]1=C(C(=CC=C1)C1=CC(=NO1)CC1=CC=C(C=C1)S(=O)(=O)N1CCOCC1)N)(O)[O-] (2-amino-3-(3-(4-(morpholinosulfonyl)benzyl)isoxazol-5-yl)pyridin-1-ium-1-yl)methyl hydrogen phosphate